1-(2,5-dimethylphenyl)methanimine CC1=C(C=C(C=C1)C)C=N